CC1(CCC(CC1)NC(=O)C1=CC=2C(=CN=C(C2)C(=O)N)N1)C N2-(4,4-dimethylcyclohexyl)-1H-pyrrolo[2,3-c]pyridine-2,5-dicarboxamide